1-((3S,4R)-4-(3-((4-amino-7-methyl-5-(4-(pyrazin-2-yloxy)phenyl)-7H-pyrrolo[2,3-d]pyrimidin-6-yl)ethynyl)azetidin-1-yl)-3-hydroxypiperidin-1-yl)prop-2-en-1-one NC=1C2=C(N=CN1)N(C(=C2C2=CC=C(C=C2)OC2=NC=CN=C2)C#CC2CN(C2)[C@H]2[C@H](CN(CC2)C(C=C)=O)O)C